tert-butyl (5-chloro-4-hydrazinylpyridin-2-yl)carbamate ClC=1C(=CC(=NC1)NC(OC(C)(C)C)=O)NN